bis(3-(2-(dimethylamino) ethyl)-1H-indol-4-yl) (trans)-cyclohexane-1,4-dicarboxylate [C@H]1(CC[C@H](CC1)C(=O)OC1=C2C(=CNC2=CC=C1)CCN(C)C)C(=O)OC1=C2C(=CNC2=CC=C1)CCN(C)C